{4-[6-amino-5-(4-tert-butyl-benzyloxy)-pyridin-3-yl]-phenyl}-[(2R)-2-pyrrolidin-1-ylmethyl-pyrrolidin-1-yl]-methanone NC1=C(C=C(C=N1)C1=CC=C(C=C1)C(=O)N1[C@H](CCC1)CN1CCCC1)OCC1=CC=C(C=C1)C(C)(C)C